butenoyl-CoA C(C=CC)(=O)SCCNC(CCNC([C@@H](C(COP(OP(OC[C@@H]1[C@H]([C@H]([C@@H](O1)N1C=NC=2C(N)=NC=NC12)O)OP(=O)(O)O)(=O)O)(=O)O)(C)C)O)=O)=O